4-({[2-fluoro-5-(isoquinolin-8-ylmethoxy)-4-methoxyphenyl]carbamoyl}amino)thiophene-2,3-dicarboxylic acid dimethyl ester COC(=O)C=1SC=C(C1C(=O)OC)NC(NC1=C(C=C(C(=C1)OCC=1C=CC=C2C=CN=CC12)OC)F)=O